3-(4-(2-(2,6-dimethylpyridin-4-yl)-3-isopropyl-1H-indol-5-yl)piperidin-1-yl)-1,1,1-trifluoropropan-2-ol CC1=NC(=CC(=C1)C=1NC2=CC=C(C=C2C1C(C)C)C1CCN(CC1)CC(C(F)(F)F)O)C